Glyceryl Stearate C(CCCCCCCCCCCCCCCCC)(=O)OCC(O)CO